spiro[azetidine-3,2'-indoline] N1C2(CC3=CC=CC=C13)CNC2